[Br-].C1(OCC(C)O1)=O propylene carbonate bromide